COC1CC(C1)N1N=C(C(=C1)NC(=O)C=1OC(=CC1)C=1C=NNC1)C1=NC=CC=C1 N-(1-((1s,3s)-3-methoxycyclobutyl)-3-(pyridin-2-yl)-1H-pyrazol-4-yl)-5-(1H-pyrazol-4-yl)furan-2-carboxamide